C(C)(C)(C)OC(=O)NC12CCC(CC1)(CC2)C=2SC=C(N2)C(=O)OCC ethyl 2-(4-((tert-butoxycarbonyl)amino)bicyclo[2.2.2]octan-1-yl)thiazole-4-carboxylate